tetrahydrofurfuryl methacrylate (tetrahydro furyl methacrylate) O1C(CCC1)C=C(C(=O)O)C.C(C(=C)C)(=O)OCC1CCCO1